CN(C(N(C)COP)=NC)C (tetramethylguanidino)methoxyphosphine